O[C@@H](C(=O)N1CC2=C(CCC1)N=C(NC2=O)C2(CC2)C=2C=C(C=CC2)C=2C=NC=C(C#N)C2)C2=CC(=CC=C2)C(F)(F)F (R)-5-(3-(1-(6-(2-hydroxy-2-(3-(trifluoromethyl)phenyl)acetyl)-4-oxo-4,5,6,7,8,9-hexahydro-3H-pyrimido[5,4-c]azepin-2-yl)cyclopropyl)phenyl)nicotinonitrile